BrC=1C=NC(=NC1)C(C)O[Si](C)(C)C(C)(C)C 5-bromo-2-{1-[(tert-butyldimethylsilyl)oxy]ethyl}pyrimidine